C(C=C)(=O)N1CC(CC1)C1=C(C2=C(N=CN=C2N)N1C)C1=CC(N(C=C1)CC1=CC=CC=C1)=O 4-(6-(1-acryloylpyrrolidin-3-yl)-4-amino-7-methyl-7H-pyrrolo[2,3-d]pyrimidin-5-yl)-1-benzylpyridin-2(1H)-one